(3S)-3-({N-[(4-methoxy-1H-indol-2-yl) carbonyl]-L-leucyl}amino)-2-oxo-4-[(3S)-2-oxopyrrolidin-3-yl]butyl 4-methoxy-1-methyl-1H-imidazole-5-carboxylate COC=1N=CN(C1C(=O)OCC([C@H](C[C@H]1C(NCC1)=O)NC([C@@H](NC(=O)C=1NC2=CC=CC(=C2C1)OC)CC(C)C)=O)=O)C